4-(3-(1H-1,2,3-triazol-1-yl)propoxy)phenol N1(N=NC=C1)CCCOC1=CC=C(C=C1)O